D-Glucosamin tert-butyl-N-(4-{[4-(2-cyclopropylpyrimidin-5-yl)-1,3-thiazol-2-yl]oxy}-2-fluorophenyl)carbamate C(C)(C)(C)N(C(O)=O)C1=C(C=C(C=C1)OC=1SC=C(N1)C=1C=NC(=NC1)C1CC1)F.OC1[C@H](N)[C@@H](O)[C@H](O)[C@H](O1)CO